C(C)(C)(C)OC(=O)N[C@H](C(=O)OCC)CC1=CC(=CC=C1)S(=O)(=O)Cl Ethyl (2S)-[(tert-butoxycarbonyl)amino]-3-[3-(chlorosulfonyl)phenyl]propanoate